[Si](C1=CC=CC=C1)(C1=CC=CC=C1)(C(C)(C)C)OC[C@H]1N(S(OC1)(=O)=O)C(=O)OC(C)(C)C tert-butyl (R)-4-(((tert-butyldiphenylsilyl)oxy)methyl)-1,2,3-oxathiazolidine-3-carboxylate 2,2-dioxide